C1SCC2=C1C=CC=C2 dihydrobenzo[c]thiophen